4-(4-((1R,5S)-3,8-diazabicyclo[3.2.1]octan-3-yl)-8-fluoro-2-(((S)-1-methylpyrrolidin-2-yl)methoxy)quinazolin-7-yl)-5-methylnaphthalen-2-ol [C@H]12CN(C[C@H](CC1)N2)C2=NC(=NC1=C(C(=CC=C21)C2=CC(=CC1=CC=CC(=C21)C)O)F)OC[C@H]2N(CCC2)C